4-((3-Acrylamidobenzyl)amino)-8-isopropylpyrazolo[1,5-a][1,3,5]triazine C(C=C)(=O)NC=1C=C(CNC2=NC=NC=3N2N=CC3C(C)C)C=CC1